tert-butyl N-(3-bromopyrazolo[1,5-a]pyridin-5-yl)carbamate BrC=1C=NN2C1C=C(C=C2)NC(OC(C)(C)C)=O